Cl.C(C)ON O-ethylhydroxylamine hydrochloride